ClC1=C(C2=C(C(N3[C@@H](CO2)CN(CC3)C(=O)OCC3=CC=CC=C3)=O)C(=N1)N1C(CC(C1)=O)(C)C)Cl Benzyl (R)-3,4-dichloro-1-(2,2-dimethyl-4-oxopyrrolidin-1-yl)-12-oxo-6a,7,9,10-tetrahydro-12H-pyrazino[2,1-c]pyrido[3,4-f][1,4]oxazepine-8(6H)-carboxylate